CN1N=C(C2=CC=CC(=C12)OC1CCN(CC1)C(C#CC1=CC=CC=C1)=O)C1C(NC(CC1)=O)=O 3-(1-Methyl-7-((1-(3-phenylpropioloyl)piperidin-4-yl)oxy)-1H-indazol-3-yl)-piperidine-2,6-dione